[Sb].[As].[Bi] bismuth-arsenic-antimony